2-(4-chlorophenyl)-7-(1-methyl-1H-imidazol-4-yl)-5-nitro-1H-indole ClC1=CC=C(C=C1)C=1NC2=C(C=C(C=C2C1)[N+](=O)[O-])C=1N=CN(C1)C